CC1(CC(=CCC1)CCCC(C)C)C=O 1-methyl-3-(4-methylpentyl)-3-cyclohexenealdehyde